C(=O)(O)C=1C=C2C(C(=[N+](C2=CC1)C)\C=C/1\C(C(=C1[O-])\C=C\1/N(C2=CC=C(C=C2C1(C)C)C(=O)O)C)=C(C#N)C#N)(C)C (Z)-4-((5-carboxy-1,3,3-trimethyl-3H-indol-1-ium-2-yl)methylene)-2-(((Z)-5-carboxy-1,3,3-trimethylindolin-2-ylidene)methyl)-3-(dicyanomethylene)cyclobut-1-en-1-olate